styryl methylphenyl ether sulfate S(=O)(=O)(O)O.CC1=C(C=CC=C1)OC=CC1=CC=CC=C1